NCC1=CC2=CC(=CC=C2C=C1)CN 2,7-bis(aminomethyl)naphthalene